4-(1-(cyclopropylaminoethyl)phenyl)-1,8-naphthyridin-2(1H)-one hydrochloride Cl.C1(CC1)NCCC1(CC=CC=C1)C1=CC(NC2=NC=CC=C12)=O